ClCC1=NN(C2=C1C=NC=C2)COCC[Si](C)(C)C (chloromethyl)-1-((2-(trimethylsilyl)ethoxy)methyl)-1H-pyrazolo[4,3-c]Pyridine